9-(trifluoromethyl)-2,3,6,7-tetrahydro-1H,5H,11H-pyrano[2,3-f]pyrido[3,2,1-ij]quinolin-11-one FC(C1=CC(OC2=C3CCCN4C3=C(C=C21)CCC4)=O)(F)F